[N+](=O)([O-])C1=C(\C=N\NC=2OC3=C(N2)C=CC=C3)C=CC=C1 (E)-2-(2-(2-nitrobenzylidene)hydrazino)benzo[d]oxazole